2-methyl-2-morpholino(4-methylthiophenyl)-1-propanone CC(C(=O)C=1SC=C(C1)C)(C)N1CCOCC1